C(C)(C)N1C(=CC2=CC(=CC=C12)C=1C=NC=C(C1)OC)C1=CC(=NC=C1)C 1-isopropyl-5-(5-methoxypyridin-3-yl)-2-(2-methylpyridin-4-yl)-1H-indole